(S)-4-(4-(8,8-difluoro-2-(2-methylazetidin-1-yl)-5,6,7,8-tetrahydroquinazolin-4-yl)-1H-pyrazol-1-yl)piperidine-1-carboxylic acid tert-butyl ester C(C)(C)(C)OC(=O)N1CCC(CC1)N1N=CC(=C1)C1=NC(=NC=2C(CCCC12)(F)F)N1[C@H](CC1)C